1,1,2,3-Tetramethyl-1H-benzo[e]indole-3-ium iodide [I-].CC1(C(=[N+](C=2C=CC3=C(C12)C=CC=C3)C)C)C